COCCOCCOCCOC=1C=C(C=O)C=CC1 3-(2-[2-(2-methoxy-ethoxy)-ethoxy]-ethoxy)benzaldehyde